COC(=O)C=1C=CC=2N(C1)C(=CN2)C(O)C2=CN=CN2CC 3-((1-ethyl-1H-imidazol-5-yl)(hydroxy)methyl)imidazo[1,2-a]Pyridine-6-carboxylic acid methyl ester